C(C)ON(P([O-])([O-])=O)OCC diethoxy-phosphoramidate